(1RS,2RS)-2,6,6-TRIMETHYL-3-CYCLOHEXENE C[C@@H]1CC(CC=C1)(C)C |r|